(1R)-N-[(3S)-2,6-dioxopiperidin-3-yl]-1,2,3,4-tetrahydronaphthalen-1-carboxamide O=C1NC(CC[C@@H]1NC(=O)[C@@H]1CCCC2=CC=CC=C12)=O